2-[5-(tert-butoxymethyl)-1,2,4-oxadiazol-3-yl]-5-[(2,6-dichlorophenyl)methoxy]pyridine C(C)(C)(C)OCC1=NC(=NO1)C1=NC=C(C=C1)OCC1=C(C=CC=C1Cl)Cl